N[C@H](C(=O)NC1=CC(=C(C(=O)NCCC[C@@H](C(=O)OC)NC(C2=CC=C(C=C2)N(C=O)CC=2N=C3C(=NC(=NC3=NC2)N)N)=O)C=C1)C=1N=NNN1)C Methyl (S)-5-(4-((S)-2-aminopropanamido)-2-(2H-tetrazol-5-yl)benzamido)-2-(4-(N-((2,4-diaminopteridin-6-yl)methyl)formamido)benzamido)pentanoate